4-fluoro-bicyclo[2.2.2]octane-1-carboxamide FC12CCC(CC1)(CC2)C(=O)N